(Z)-5-((5-Fluoro-2-oxoindolin-3-ylidene)methyl)-2,4-dimethyl-N-propyl-1H-pyrrole-3-carboxamide FC=1C=C2/C(/C(NC2=CC1)=O)=C/C1=C(C(=C(N1)C)C(=O)NCCC)C